P(O)(O)(O)=O.ClC=1C=C2CC[C@@H](CC2=C(C1)F)N (S)-6-chloro-8-fluoro-1,2,3,4-tetrahydronaphthalen-2-amine phosphoric acid salt